N-(2,5-Difluorobenzyl)-2-((3-(2,6-dioxopiperidin-3-yl)-1-methyl-1H-indazol-7-yl)oxy)acetamide FC1=C(CNC(COC=2C=CC=C3C(=NN(C23)C)C2C(NC(CC2)=O)=O)=O)C=C(C=C1)F